1-(2,4-dimethyl-5,7-dihydro-6H-pyrrolo[3,4-b]pyridin-6-yl)-2-[1-(pyrimidin-4-yl)azetidin-3-yl]ethanone CC1=CC(=C2C(=N1)CN(C2)C(CC2CN(C2)C2=NC=NC=C2)=O)C